1-(9-(4-amino-7-methyl-5-(oxetan-3-yl)-7H-pyrrolo[2,3-d]pyrimidin-6-yl)-3-azaspiro[5.5]undec-8-en-3-yl)prop-2-en-1-one NC=1C2=C(N=CN1)N(C(=C2C2COC2)C2=CCC1(CCN(CC1)C(C=C)=O)CC2)C